methyl (1-(6-(3,4-difluorophenyl)-4-(hydroxymethyl)pyridin-3-yl)-3-(1-hydroxy-2,3-dimethylbutyl)piperidin-3-yl)carbamate FC=1C=C(C=CC1F)C1=CC(=C(C=N1)N1CC(CCC1)(C(C(C(C)C)C)O)NC(OC)=O)CO